FC1=C(CN[C@H]2[C@@H](CCCC2)OC=2C=C3CN(C(C3=CC2)=O)C2C(NC(CC2)=O)=O)C=CC(=C1)F 3-(5-(((1R,2R)-2-((2,4-difluorobenzyl)amino)cyclohexyl)oxy)-1-oxoisoindolin-2-yl)piperidine-2,6-dione